1,1-dihydroxymethyl-1-aminopropane OCC(CC)(N)CO